racemic-((3R,4R)-1-cyclopentyl-3-dimethylcarbamoyl-piperidin-4-yl)-carbamic acid tert-butyl ester C(C)(C)(C)OC(N[C@H]1[C@@H](CN(CC1)C1CCCC1)C(N(C)C)=O)=O |r|